L-homoalanin-4-yl(methyl)phosphinic acid N[C@@H](CCP(O)(=O)C)C(=O)O